CO[Si](N=C=O)(N=C=O)OC dimethoxydiisocyanatosilane